COC1(CCC=2C1=NC(=CC2)NC2=NC(=NC=C2C#N)NC2=CC=C(C=C2)N2CCN(CC2)C)C 4-[(7-methoxy-7-methyl-5,6-dihydrocyclopenta[b]pyridin-2-yl)amino]-2-[4-(4-methylpiperazin-1-yl)anilino]pyrimidine-5-carbonitrile